[NH4+].[NH4+].[NH4+].C(CC(O)(C(=O)[O-])CC(=O)[O-])(=O)[O-] citrate triammonium